BrC1=C(N(C)C)C=CC=C1 bromo-N,N-dimethylaniline